(8s)-N-(6-Methoxypyridin-3-yl)-4-((2-methyl-4-phenylthiazol-5-yl)oxy)pyridin-2-amine COC1=CC=C(C=N1)NC1=NC=CC(=C1)OC1=C(N=C(S1)C)C1=CC=CC=C1